CS(=O)(=O)C1=C(C(=O)NC(C(=O)O)CC)C=CC=C1 2-(2-(methylsulfonyl)benzamido)butanoic acid